FC=1C=C(C=CC1)C(C)(CC)O 2-(3-fluoro-phenyl)-butan-2-ol